C12CCCC(C1C(=O)N)C2 bicyclo[3.1.1]heptane-6-carboxamide